CC(=CN)C dimethylethen-1-amine